COC1=C(C=C(C=C1)NC(CCC1=CC=CC=C1)=O)N1C=NC(=C1)C N-[4-methoxy-3-(4-methyl-1H-imidazol-1-yl)phenyl]benzenepropanamide